CC1(CN(C2=CC=C(C=C12)Br)C(CCCCCCCCCCCCCCCCC)=O)CC1CCCCC1 1-(3-methyl-3-(cyclohexylmethyl)-5-bromoindolin-1-yl)-1-octadecanone